N1CCC(CC1)C1=C(NC=2N=CC=3C=C(C=CC3C21)C2=CN=CO2)C(F)(F)F 5-(1-(piperidin-4-yl)-2-(trifluoromethyl)-3H-pyrrolo[2,3-c]isoquinolin-7-yl)oxazole